1-isopropyl-4-(p-methoxyphenyl)piperazine hydrobromide Br.C(C)(C)N1CCN(CC1)C1=CC=C(C=C1)OC